C(C1=CC=CC=C1)OC=1C=C(C=CC1)C1=CN(C=2N=CN=CC21)[C@@H]2C[C@H](C2)CN2CCCC2 5-(3-Benzyloxyphenyl)-7-[trans-3-[(pyrrolidin-1-yl)methyl]cyclobutyl]-7H-pyrrolo[2,3-d]pyrimidin